5-cyclopropoxy-1,3,4-thiadiazol-2-amine C1(CC1)OC1=NN=C(S1)N